CN1CC(C(C(C1)C)=O)C 1,3,5-trimethyl-4-piperidone